ClC1=CC(=C(COC2=NC=3CN(CCC3C=C2I)C(=O)OC(C)(C)C)C(=C1)F)F tert-butyl 2-((4-chloro-2,6-difluorobenzyl) oxy)-3-iodo-6,8-dihydro-5H-1,7-naphthyridine-7-carboxylate